N1[C@@H](CCC1=O)C(=O)N[C@@H](CC1=CC=CC=C1)C(=O)N[C@@H](CC(C)C)C(=O)O pyroglutamyl-L-phenylalanyl-L-leucine